3-[3-(methoxymethoxy)-4-(3-methylsulfonyl-1,2,4-triazin-6-yl)phenyl]-1,2,4-thiadiazole COCOC=1C=C(C=CC1C1=CN=C(N=N1)S(=O)(=O)C)C1=NSC=N1